C(C)(C)(C)C1N(CCC(C1)C1=C(C(=C(C=C1)Cl)F)F)C1CCNCC1 Tert-butyl-4-(4-chloro-2,3-difluorophenyl)-[1,4'-bipiperidine]